FC1(CC2(CN(C2)C2=CC=C(C=C2)C2CN(C2)C(=O)OC(C)(C)C)C1)F Tert-Butyl 3-[4-(6,6-difluoro-2-azaspiro[3.3]heptan-2-yl)phenyl]azetidine-1-carboxylate